ClC=1N=C(C2=C(N1)C(=C(N=C2)Cl)F)N2C[C@@]1(C[C@@H]1C2)NC(OC(C)(C)C)=O tert-butyl ((1S,5R)-3-(2,7-dichloro-8-fluoropyrido[4,3-d]pyrimidin-4-yl)-3-azabicyclo[3.1.0]hexan-1-yl)carbamate